(R)-N-((R)-1-(3,6-dimethyl-4-oxo-2-(tetrahydro-2H-pyran-4-yl)-3,4-dihydroquinazolin-8-yl)ethyl)-2-methylpropane-2-sulfinamide CN1C(=NC2=C(C=C(C=C2C1=O)C)[C@@H](C)N[S@](=O)C(C)(C)C)C1CCOCC1